CC1=C(C(=O)NC2=NON=C2C)C=CC(=C1S(=O)C)C(F)(F)F 2-methyl-N-(4-methyl-1,2,5-oxadiazol-3-yl)-3-(methylsulfinyl)-4-(trifluoromethyl)benzamide